C(C)OC(=O)[C@@H]1CC[C@H](CC1)OCC1=C(C=C(C=C1)Cl)F trans-4-[(4-chloro-2-fluorobenzyl)oxy]cyclohexane-1-carboxylic acid ethyl ester